tert-butyl (3-(N-((4-(5-(1,1-difluoroethyl)-1,2,4-oxadiazol-3-yl)bicyclo[2.2.2]octan-1-yl)methyl)-3-fluorobicyclo[1.1.1]pentane-1-carboxamido)phenyl)carbamate FC(C)(F)C1=NC(=NO1)C12CCC(CC1)(CC2)CN(C(=O)C21CC(C2)(C1)F)C=1C=C(C=CC1)NC(OC(C)(C)C)=O